C(C)(C)(C)OC([C@@H](COC=1C=C2C=CC(=NC2=CC1)NC1CN(C1)C(=O)OC(C)(C)C)O)=O tert-butyl (R)-3-((6-(3-(tert-butoxy)-2-hydroxy-3-oxopropoxy)quinolin-2-yl)amino)azetidine-1-carboxylate